O=C1N(C(C2=CC=CC=C12)=O)C[C@H](CCC(C(C)C)NC(OC(C)(C)C)=O)NC(OC(C)(C)C)=O Di-tert-butyl ((2S)-1-(1,3-dioxoisoindolin-2-yl)-6-methylheptane-2,5-diyl)dicarbamate